C(C)(C)(C)OC(=O)N1C2(CC2)CN(CC1)CCOC1=C(C=C(C=C1)NC(C)(C)C#N)CC 7-(2-(4-((2-cyanoprop-2-yl)amino)-2-ethylphenoxy)ethyl)-4,7-diazaspiro[2.5]octane-4-carboxylic acid tert-butyl ester